NC1=C(C=C(C=2C(C3=C(C(=CC(=C3C(C12)=O)N)Br)[N+](=O)[O-])=O)[N+](=O)[O-])Br 1,8-diamino-4,5-dinitro-2,6-dibromo-9,10-anthracenedione